C(C)N(\C(\NCCCC[C@H](C(=O)O)NC(=O)OCC1C2=CC=CC=C2C=2C=CC=CC12)=N/S(=O)(=O)C=1C(=C(C2=C(CC(O2)(C)C)C1C)C)C)CC (2R)-6-[(Z)-N',N'-diethyl-N''-[(2,2,4,6,7-pentamethyl-2,3-dihydro-1-benzofuran-5-yl)sulfonyl]carbamimidamido]-2-({[(9H-fluoren-9-yl)methoxy]carbonyl}amino)hexanoic acid